3-(2-{[(2r,7as)-2-fluoro-hexahydro-1H-pyrrolizin-7a-yl] methoxy}-7-bromo-8-fluoroquinazolin-4-yl)-3,8-diazabicyclo[3.2.1]octane-8-carboxylate F[C@@H]1C[C@@]2(CCCN2C1)COC1=NC2=C(C(=CC=C2C(=N1)N1CC2CCC(C1)N2C(=O)[O-])Br)F